2-((4-((4-(4-cyano-6-methylpyrimidin-2-yl)piperazin-1-yl)sulfonyl)phenyl)carbamoyl)phenyl piperazine-1-sulfonate N1(CCNCC1)S(=O)(=O)OC1=C(C=CC=C1)C(NC1=CC=C(C=C1)S(=O)(=O)N1CCN(CC1)C1=NC(=CC(=N1)C#N)C)=O